[Na+].CC1=C(C2=CC=CC=C2C=C1)S(=O)(=O)[O-] Methyl-naphthalenesulfonic acid sodium salt